3-[2-Fluoro-5-[[6-oxo-4-(trifluoromethyl)-1H-pyridin-3-carbonyl]amino]-4-[(3R,5S)-3,4,5-trimethylpiperazin-1-yl]phenyl]-2,5-dihydropyrrol FC1=C(C=C(C(=C1)N1C[C@H](N([C@H](C1)C)C)C)NC(=O)C1=CNC(C=C1C(F)(F)F)=O)C=1CNCC1